Tert-butyl 5-{4-[7'-(2-methylcyclopentyl)-6'-oxospiro[cyclopropane-1,5'-pyrrolo[2,3-d]pyrimidin]-2'-ylamino]piperidin-1-ylsulfonyl}-hexahydropyrrolo[3,4-c]pyrrole-2-carboxylate CC1C(CCC1)N1C(C2(C3=C1N=C(N=C3)NC3CCN(CC3)S(=O)(=O)N3CC1C(C3)CN(C1)C(=O)OC(C)(C)C)CC2)=O